4,5-dichloro-3-fluorothiophene-2-carboxylic acid methyl ester COC(=O)C=1SC(=C(C1F)Cl)Cl